C(CCCCCCCCCCCCCCCCCC)(=O)C1C(OC(C1)=O)=O 3-nonadecanoyl-tetrahydrofuran-2,5-dione